(1S)-1,2,3,4-tetrahydronaphthalen-1-amine [C@@H]1(CCCC2=CC=CC=C12)N